6-bromo-1-(but-3-yn-1-yl)-7-fluoroindoline-2,3-dione BrC1=CC=C2C(C(N(C2=C1F)CCC#C)=O)=O